(R)-(4-(7H-pyrrolo[2,3-d]pyrimidin-4-yl)-3,4-dihydro-2H-1,4-thiazin-6-yl)(3-amino-3-methylpiperidin-1-yl)methanone hydrochloride Cl.N1=CN=C(C2=C1NC=C2)N2CCSC(=C2)C(=O)N2C[C@](CCC2)(C)N